4-methyl-2-(1-(9-methyl-6-morpholino-8-(pyridin-4-yl)-9H-purin-2-yl)-1H-pyrazol-3-yl)morpholine CN1CC(OCC1)C1=NN(C=C1)C1=NC(=C2N=C(N(C2=N1)C)C1=CC=NC=C1)N1CCOCC1